ClC1=NC=2C(C(=N1)N1[C@@H]3[C@H]([C@@H]3CC=CC1)F)=CCN(C2F)Cl 2,7-Dichloro-8-fluoro-4-((1S,7R,8S)-8-fluoro-2-azabicyclo[5.1.0]oct-4-en-2-yl)pyrido[4,3]pyrimidine